C(CCC)SCC=O 2-(BUTYLSULFANYL)ACETALDEHYDE